NC=1C2=C(N=C(N1)C)N(C=C2)[C@H]2[C@@H]([C@]1(CC[C@H]([C@H]1C2)CC2=CC=C1C=C(C(=NC1=C2)N)Br)O)O (1S,2R,3aR,4S,6aR)-2-(4-amino-2-methyl-7H-pyrrolo[2,3-d]pyrimidin-7-yl)-4-((2-amino-3-bromoquinolin-7-yl)methyl)hexahydropentalene-1,6a(1H)-diol